3-phospho-glycerate P(=O)(O)(O)OCC(C(=O)[O-])O